(S)-(5-(5-fluoropyridin-2-yl)-1,3,4-oxadiazol-2-yl)(4-(5-methylbenzo[d]oxazol-2-yl)-6,7-dihydro-1H-imidazo[4,5-c]pyridin-5(4H)-yl)methanone FC=1C=CC(=NC1)C1=NN=C(O1)C(=O)N1[C@@H](C2=C(CC1)NC=N2)C=2OC1=C(N2)C=C(C=C1)C